tert-butyl N-[2-fluoro-4-[3-[[(4S)-8-chlorochroman-4-yl] carbamoyl amino] pyrazol-1-yl] phenyl]-N-methyl-carbamate FC1=C(C=CC(=C1)N1N=C(C=C1)NC(N[C@H]1CCOC2=C(C=CC=C12)Cl)=O)N(C(OC(C)(C)C)=O)C